N1=C(C=CC=C1)C1(CCOC2(CCCC2)C1)CCN 2-(9-(pyridin-2-yl)-6-oxaspiro[4.5]decan-9-yl)ethanamine